C(=O)\C=C(/C=C(/C(=O)[O-])\O)\C(=O)[O-] (Z)-(E)-4-Formylmethylidene-2-hydroxy-2-pentenedioate